2-(6,7-dihydro-4H-isoxazolo[4,5-c]pyridin-5-yl)-N-[1-(1H-indol-3-ylmethyl)pentyl]thiazole-5-carboxamide O1N=CC=2CN(CCC21)C=2SC(=CN2)C(=O)NC(CCCC)CC2=CNC1=CC=CC=C21